[Si](C1=CC=CC=C1)(C1=CC=CC=C1)(C(C)(C)C)OC[C@@](CC1CC1)(C)NS(=O)C(C)(C)C N-((S)-1-((tert-butyldiphenylsilyl)oxy)-3-cyclopropyl-2-methylpropan-2-yl)-2-methylpropane-2-sulfinamide